Tert-butyl benzenecarboperoxoate C1(=CC=CC=C1)C(=O)OOC(C)(C)C